3-FLUORO-4'-PENTYLBIPHENYL-4-BORONIC ACID FC=1C=C(C=CC1B(O)O)C1=CC=C(C=C1)CCCCC